NCCC(=O)NCCOCCOCCC(=O)NC1CCC(CC1)C(=O)OC(C)(C)C tert-Butyl (1s,4s)-4-(3-(2-(2-(3-aminopropanamido)ethoxy)ethoxy)propanamido)cyclohexane-1-carboxylate